tert-butyl 4-((3-amino-5-chloropyrazin-2-yl)ethynyl)piperidine-1-carboxylate NC=1C(=NC=C(N1)Cl)C#CC1CCN(CC1)C(=O)OC(C)(C)C